C1(CC1)N(CCC(C(=O)O)NC1=C2C(=NC=N1)N(N=C2)C)CCCCC2=NC=1NCCCC1C=C2 4-(cyclopropyl(4-(5,6,7,8-tetrahydro-1,8-naphthyridin-2-yl)butyl)amino)-2-((1-methyl-1H-pyrazolo[3,4-d]pyrimidin-4-yl)amino)butanoic acid